[2-(4-hydroxyphenyl)-6-hydroxybenzo[b]thien-3-yl][4-[2-(1-piperidinyl)ethoxy]phenyl]-methanone hydrochloride Cl.OC1=CC=C(C=C1)C1=C(C2=C(S1)C=C(C=C2)O)C(=O)C2=CC=C(C=C2)OCCN2CCCCC2